N-(3,4-difluorobenzyl)-2-{[4-methyl-3-(1-oxo-2,3-dihydro-1H-isoindol-5-yl)phenyl]amino}pyridine-3-carboxamide FC=1C=C(CNC(=O)C=2C(=NC=CC2)NC2=CC(=C(C=C2)C)C=2C=C3CNC(C3=CC2)=O)C=CC1F